CN1C(C2N(C(C1)=O)CC1(C2)C(NC2=CC=CC=C21)=O)=O 2'-methyl-2',3',8',8a'-tetrahydro-6'H-spiro[indoline-3,7'-pyrrolo[1,2-a]pyrazine]-1',2,4'-trione